FC1=C(C=C(C=C1)F)S(=O)(=O)NC1=CC=C(C=C1)C1=CNC=2N=C(N=C(C21)OCCOC)NC2=CC=C(C=C2)CN2CCC(CC2)C 2,5-difluoro-N-(4-(4-(2-methoxyethoxy)-2-((4-((4-methylpiperidin-1-yl)methyl)phenyl)amino)-7H-pyrrolo[2,3-d]pyrimidin-5-yl)phenyl)benzenesulfonamide